CC=1C(=C(C=C(C1)C(C)(C)C)C1=C(C(=O)O)C=CC(=C1)C)C1=C(C(=O)O)C=CC(=C1)C.P(=O)(OC1=CC=C(C=C1)C)(OC1=CC=C(C=C1)C)OOC(C1=CC=C(C=C1)CCCC)=O bis(4-methylphenyl) p-butylbenzoyloxy phosphate 3-methyl-5-tert-butyl-1,2-phenylenedi(4-methylbenzoate)